(R)-3-(((5-((4-cyclopropylphenyl)(methyl)amino)isoindolin-1-yl)methyl)amino)isonicotinic acid C1(CC1)C1=CC=C(C=C1)N(C=1C=C2CN[C@H](C2=CC1)CNC1=C(C(=O)O)C=CN=C1)C